CO[Si](OC)(OC)CC[Si](O[Si](O[SiH](C)C)(C)C)(C)C trimethoxysilylethyl-1,1,3,3,5,5-hexamethyltrisiloxane